CN(CC(C)NC)C N,N,N'-trimethyl-propylenediamine